C(#CCC)C1CC(N(CCC1)C(C(=O)N)CC)=O 2-[4-(1-butynyl)-2-oxo-1-azepanyl]butanamide